Pyrrolidin-2-on N1C(CCC1)=O